6-chloro-2-phenyl-4-(diphenylphosphinoyl)-4H-chromene ClC=1C=C2C(C=C(OC2=CC1)C1=CC=CC=C1)P(=O)(C1=CC=CC=C1)C1=CC=CC=C1